3-(3-bromo-2-fluorophenyl)-1-chlorobutan-2-one BrC=1C(=C(C=CC1)C(C(CCl)=O)C)F